1,3-dibromo-5-fluoro-2-(prop-1-en-2-yl)benzene BrC1=C(C(=CC(=C1)F)Br)C(=C)C